C(C)OC([C@H]([C@@H]([C@@H]([C@H](C(=O)OCC)O)O)O)O)=O galactaric acid diethyl ester